3a-hydroxy-5a-pregnan-20-one O[C@H]1C[C@@H]2CC[C@H]3[C@@H]4CC[C@H](C(C)=O)[C@]4(CC[C@@H]3[C@]2(CC1)C)C